C(C)(C)(C)OC(=O)N1CC2=CC=CC(=C2CC1C)O 5-hydroxy-3-methyl-3,4-dihydroisoquinoline-2(1H)-carboxylic acid tert-butyl ester